CC=1C=C(C=CC1C)C1=CC=2C(=NC(=C(C2)C(=O)O)O)S1 2-(3,4-dimethylphenyl)-6-hydroxythieno[2,3-b]pyridine-5-carboxylic acid